Ethyl N-[(2-fluoro-6-methoxy-phenyl)carbamothioyl]carbamate FC1=C(C(=CC=C1)OC)NC(=S)NC(OCC)=O